(S)-8-((5-Bromopentyl)oxy)-7-cyclopropoxy-2-(4-methoxyphenyl)-1,10,11,11a-tetrahydro-5H-benzo[e]pyrrolo[1,2-a][1,4]diazepin-5-one BrCCCCCOC=1C(=CC2=C(NC[C@H]3N(C2=O)C=C(C3)C3=CC=C(C=C3)OC)C1)OC1CC1